5-((5-(4-chlorophenyl)oxazol-2-yl)amino)-N-hydroxyazobenzamide ClC1=CC=C(C=C1)C1=CN=C(O1)NC=1C=CC=C(C(=O)NN=NO)C1